Benzyl (methyl(oxetan-3-yl)(oxo)-λ6-sulfaneylidene)carbamate CS(=O)(C1COC1)=NC(OCC1=CC=CC=C1)=O